(R)-3-(5-fluoro-2-(1-fluorovinyl)pyrimidin-4-yl)-10-methyl-9,10,11,12-tetrahydro-8H-[1,4]diazepino[5',6':4,5]thieno[3,2-f]quinolin-8-one FC=1C(=NC(=NC1)C(=C)F)C1=NC=2C=CC3=C(C2C=C1)C1=C(S3)C(N[C@@H](CN1)C)=O